C(C)(C)(C)OC(=O)C=1C(=NC(=CC1)N1N=C(C=C1)OCC1C2CCC1CC2)Cl 2-chloro-6-[3-(norbornan-7-ylmethoxy)pyrazol-1-yl]pyridine-3-carboxylic acid tert-butyl ester